CC(C(=O)C1=CC=CC=C1)N The molecule is propiophenone substituted at the beta-carbon by an amino group. It is a primary amino compound and an aromatic ketone. It derives from a propiophenone.